N1=C(C=CC=C1)COC=1C=CC2=C(SC(=C2)C(=O)O)C1 6-(pyridin-2-ylmethoxy)benzo[b]thiophene-2-carboxylic acid